1-(thiophen-2-yl)methanimine S1C(=CC=C1)C=N